O=CCCCCCC oxoheptan